ClC=1C(=NC(=NC1)NC1CCC(CC1)(N)C)C=1C=NN(C1CC1CC1)C (1s,4s)-N1-(5-chloro-4-(5-(cyclopropyl-methyl)-1-methyl-1H-pyrazol-4-yl)pyrimidin-2-yl)-4-methylcyclohexane-1,4-diamine